copper manganese zinc oxide [O-2].[Zn+2].[Mn+2].[Cu+2].[O-2].[O-2]